BrC1=C(C(=CC(=C1)Cl)[N+](=O)[O-])C 1-bromo-5-chloro-2-methyl-3-nitrobenzene